6-(5-isobutoxy-3-pyridyl)pyridine-3-carboxamide C(C(C)C)OC=1C=C(C=NC1)C1=CC=C(C=N1)C(=O)N